4-Dimethylaminobenzaldehyd CN(C1=CC=C(C=O)C=C1)C